C(=CC1=CC=CC=C1)P(OCC)(=O)OCC diethyl styrenephosphonate